CN1C(C2=C(C1=O)SC=1C(N(C(C1S2)=O)C)=O)=O 2,6-dimethyl-1H,5H-[1,4]-dithiino[2,3-c:5,6-c']dipyrrole-1,3,5,7(2H,6H)-tetraone